C(=O)(O)CN(CC(=O)O)CCC1=C(C(=C(C=C1)C(C)C)O)CN(CC(=O)O)CC(=O)O bis[N,N-bis(carboxymethyl)aminomethyl]thymol